[3-methyl-4-methylsulfanyl-7-[4-(trifluoromethoxy)phenyl]benzimidazol-5-yl]methanol CN1C=NC2=C1C(=C(C=C2C2=CC=C(C=C2)OC(F)(F)F)CO)SC